P(=O)(F)(F)F.FC(C(F)(F)F)F.FC(C(F)(F)F)F.FC(C(F)(F)F)F tri(pentafluoroethane) trifluorophosphate